NCCCCNC(=O)C=1OC(=CC1)C#CCN N-(4-aminobutyl)-5-(3-aminoprop-1-yn-1-yl)furan-2-carboxamide